C(=O)C1=C(N=C(S1)NC(OC(C)(C)C)=O)C(F)(F)F tert-butyl (5-formyl-4-(trifluoromethyl)thiazol-2-yl)carbamate